1-Methyl-4-(4-(4-methyl-3-nitrophenoxy)benzyl)piperazine CN1CCN(CC1)CC1=CC=C(C=C1)OC1=CC(=C(C=C1)C)[N+](=O)[O-]